[C@@H]12C=C[C@@H](C(C1)C(=O)NC1=CC=CC=C1)C2 (1S,2S,4S)-2-norbornene-5-carboxanilide